{(6,6'-diphenyl[1,1'-binaphthalene]-2,2'-diyl)bis(oxy-2,1-phenylene)}dimethanol C1(=CC=CC=C1)C=1C=C2C=CC(=C(C2=CC1)C1=C(C=CC2=CC(=CC=C12)C1=CC=CC=C1)OC1=C(C=CC=C1)CO)OC1=C(C=CC=C1)CO